C1(=CC=CC=C1)[C@@H]1P([C@H](CC1)C1=CC=CC=C1)CCO 2-((trans)-2,5-diphenylphospholane-1-yl)ethan-1-ol